7-(((3S,4R)-3-fluoro-1-methylpiperidin-4-yl)amino)-3-(2,2,2-trifluoroethyl)benzo[b]thiophene-2-carbaldehyde F[C@H]1CN(CC[C@H]1NC1=CC=CC2=C1SC(=C2CC(F)(F)F)C=O)C